2-(2,5-Difluorophenyl)-5-trifluoromethylpyridine FC1=C(C=C(C=C1)F)C1=NC=C(C=C1)C(F)(F)F